1,2-bis(2,4-dimethyl-5-phenyl-3-thienyl)-3,3,4,4,5,5-hexafluorocyclopentene CC=1SC(=C(C1C1=C(C(C(C1(F)F)(F)F)(F)F)C1=C(SC(=C1C)C1=CC=CC=C1)C)C)C1=CC=CC=C1